(R)-2-cyclopentyl-1-(2-(hexahydropyrrolo[1,2-a]pyrazin-2(1H)-yl)-7,8-dihydro-1,6-naphthyridin-6(5H)-yl)ethan-1-one C1(CCCC1)CC(=O)N1CC=2C=CC(=NC2CC1)N1C[C@@H]2N(CC1)CCC2